O[C@@H](C(=O)[O-])C (R)-(+)-2-hydroxypropionate